C(C\C=C\CCC\C=C/C\C=C/CC)(=O)O (E,Z,Z)-3,8,11-tetradecatrienoic acid